N1(C=NC=C1)C1CC(CCC1)N 3-(1H-imidazol-1-yl)cyclohexan-1-amine